6-Fluoro-N-(3-Methoxy-5-(4-Methyl-1H-imidazol-1-yl)phenyl)quinolin-4-amine FC=1C=C2C(=CC=NC2=CC1)NC1=CC(=CC(=C1)N1C=NC(=C1)C)OC